C1(CC1)[C@H](C1=CC=2N(N=C1)C=C(N2)[C@H](CC(C(F)(F)F)(C)C)NC(OC(C)(C)C)=O)NC(CC2CC(C2)(F)F)=O tert-Butyl ((S)-1-(7-((R)-cyclopropyl(2-(3,3-difluorocyclobutyl)acetamido)methyl)imidazo[1,2-b]pyridazin-2-yl)-4,4,4-trifluoro-3,3-dimethylbutyl)carbamate